COC(=O)CCCCCCCCCCCCCCCCOC=1C2=CC=CC=C2C(=C2C=CC=CC12)OCCCCCCCCCCCCCCCCC(=O)OC 9,10-bis(methoxycarbonylhexadecyloxy)anthracene